3-(trifluoromethyl)-1H-pyrrolo[2,3-b]pyridine FC(C1=CNC2=NC=CC=C21)(F)F